4-[5-(4-chlorophenyl)-1-[2-(trifluoromethyl)phenyl]pyrrol-2-yl]-N-[(3S)-1-methylpyrrolidin-3-yl]benzamide hydrochloride Cl.ClC1=CC=C(C=C1)C1=CC=C(N1C1=C(C=CC=C1)C(F)(F)F)C1=CC=C(C(=O)N[C@@H]2CN(CC2)C)C=C1